C(C)OC=1C=CC(=NC1)C=1N(C(=NN1)C12CC(C1)(C2)NC(OC(C)(C)C)=O)C2=CC=NC=C2 tert-butyl (3-(5-(5-ethoxypyridin-2-yl)-4-(pyridin-4-yl)-4H-1,2,4-triazol-3-yl)bicyclo[1.1.1]pentan-1-yl)carbamate